phosphorus silicon indium cadmium [Cd].[In].[Si].[P]